ClC=1C=C(C=C2C(=C(C=NC12)C#N)NCC(C)(C)C)N[C@H](C#C)C1=C2C=CN(C(C2=CC=C1)=O)C (R)-8-chloro-6-((1-(2-methyl-1-oxo-1,2-dihydroisoquinolin-5-yl)prop-2-yn-1-yl)amino)-4-(neopentylamino)quinoline-3-carbonitrile